C(CCC\C=C/CC)OC(CCC(=O)OCCCCCCN(CCCCCC(=O)OCCCCCCCCCCC)CCO)OCCCC\C=C/CC undecyl 6-((6-((4,4-bis(((Z)-oct-5-en-1-yl)oxy)butanoyl)oxy)hexyl)(2-hydroxyethyl)amino)hexanoate